(R)-6-(4,4-difluoro-3-(1-methyl-1H-pyrazol-4-yl)piperidin-1-yl)-2,3-dimethyl-8-(6-(trifluoromethyl)pyridin-3-yl)pyrimido[5,4-d]pyrimidin-4(3H)-one FC1([C@@H](CN(CC1)C=1N=C(C=2N=C(N(C(C2N1)=O)C)C)C=1C=NC(=CC1)C(F)(F)F)C=1C=NN(C1)C)F